4-(3-(((tert-butoxycarbonyl) amino)-2-phenylpropionamido)-3-fluorophenyl)-1H-pyrazole-1-carboxylate C(C)(C)(C)OC(=O)NCC(C(=O)NC1(CC(=CC=C1)C=1C=NN(C1)C(=O)[O-])F)C1=CC=CC=C1